CNC1C[C@@H]2[C@@H](CN(C2)S(=O)(=O)C=2C(=NC(=CC2)C(F)(F)F)C)C1 (3aR,5s,6aS)-N-Methyl-2-((2-methyl-6-(trifluoromethyl)pyridin-3-yl)sulfonyl)octahydrocyclopenta[c]pyrrol-5-amine